CS(=O)(=O)CCCS(=O)(=O)C1=CC=C(OC[C@@H]2CN(C[C@H]2C)CCC=2C=C(C#N)C=CC2)C=C1 3-{2-[(3S,4S)-3-{[4-(3-methanesulfonylpropanesulfonyl)phenoxy]methyl}-4-methylpyrrolidin-1-yl]ethyl}benzonitrile